2-(3-(methylamino)-2-oxopyrrolidin-1-yl)acetic acid ethyl ester C(C)OC(CN1C(C(CC1)NC)=O)=O